O=C1NCC[C@H]1CNC(OC(C)(C)C)=O Tert-butyl (S)-((2-oxopyrrolidin-3-yl)methyl)carbamate